N=1C=C(N2N=CC=CC21)NC(=O)C2=CC1=CN(N=C1C=C2OC)C2CCC1(CN(C1)C(=O)OC(C)(C)C)CC2 tert-Butyl 7-(5-(imidazo[1,2-b]pyridazin-3-ylcarbamoyl)-6-methoxy-2H-indazol-2-yl)-2-azaspiro[3.5]nonane-2-carboxylate